COC1=CC=C(OCC=O)C=C1 2-(4-methoxyphenoxy)ethan-1-one